FC=1C(=NC(=NC1)C1=CN=C(S1)C)N1CCNCC1 5-(5-fluoro-4-(piperazin-1-yl)pyrimidin-2-yl)-2-methylthiazole